ClCC=1C=CC(=NC1OC)C(=O)OC methyl 5-(chloromethyl)-6-methoxypicolinate